C(C1=CC=CC=C1)OC1=NC(=CC=C1C1=NN(C2=CC(=CC=C12)B1OC(C(O1)(C)C)(C)C)CC)OCC1=CC=CC=C1 3-(2,6-dibenzyloxy-3-pyridyl)-1-ethyl-6-(4,4,5,5-tetramethyl-1,3,2-dioxaborolan-2-yl)indazole